tert-butyl (((2R*,3S*)-5-chloro-3-hydroxy-2-(6-methoxypyridin-2-yl)-4-(4,4,5,5-tetramethyl-1,3,2-dioxaborolan-2-yl)-2,3-dihydrobenzofuran-2-yl)methyl)carbamate ClC=1C=CC2=C([C@@H]([C@](O2)(C2=NC(=CC=C2)OC)CNC(OC(C)(C)C)=O)O)C1B1OC(C(O1)(C)C)(C)C |o1:6,7|